C(C(CC(=O)N)(C)C([2H])([2H])[2H])([2H])([2H])[2H] 3,3-bis(methyl-d3)butanamide